NC(CNCC[SiH](OCCOC)C)C N-(2-aminopropyl)-2-aminoethyl-methyl-methoxyethoxysilane